CC1(C[C@H]2[C@@H](O1)[C@H]1C(C(C([C@@H]1CC2)(C)C)C)(C)C)C (3aS,5aR,8aR,8bR)-2,2,6,6,7,8,8-Heptamethyldecahydro-2H-indeno[4,5-b]furan